(2-(2-(1-methyl-1H-pyrazol-4-ylamino)pyrimidin-4-yl)-2-aza-bicyclo[2.2.1]hept-7(R)-yl)-3-(2,2,2-trifluoroethyl)urea CN1N=CC(=C1)NC1=NC=CC(=N1)N1C2CCC(C1)[C@H]2NC(=O)NCC(F)(F)F